3,5-dimethoxycinnamaldehyde COC=1C=C(C=CC=O)C=C(C1)OC